FC(C1N(CCNC1)C(=O)OC(C)(C)C)(F)F tert-butyl 2-(trifluoromethyl)piperazine-1-carboxylate